4-[6-(Pyrimidin-2-yl)pyrazolo[1,5-a]pyridin-3-yl]piperazine-1-carboxylic acid tert-butyl ester C(C)(C)(C)OC(=O)N1CCN(CC1)C=1C=NN2C1C=CC(=C2)C2=NC=CC=N2